ClC1=CC(=C2C(=N1)CN(C2)C(=O)OC(C)(C)C)C tert-butyl 2-chloro-4-methyl-5,7-dihydro-6H-pyrrolo[3,4-b]pyridine-6-carboxylate